C(C)(C)(C)OC(=O)N1C(CCC1)C1=C(C=CC(=C1)F)F 2-(2,5-difluorophenyl)pyrrolidine-1-carboxylic acid tert-butyl ester